OCCOCCOCCOCCOCCOCCOCCN(C(OC(C)(C)C)=O)[C@H](C)C1=CC=C(C=C1)C(NC1=CC=NC=C1)=O tert-butyl (R)-(20-hydroxy-3,6,9,12,15,18-hexaoxaicosyl)(1-(4-(pyridin-4-ylcarbamoyl)phenyl)ethyl)carbamate